N-((1S,3r)-3-(5-(5-ethoxypyridin-2-yl)-4-(2-fluorophenyl)-4H-1,2,4-triazol-3-yl)cyclobutyl)-4-methylpyridineamide C(C)OC=1C=CC(=NC1)C=1N(C(=NN1)C1CC(C1)NC(=O)C1=NC=CC(=C1)C)C1=C(C=CC=C1)F